The molecule is conjugate acid of streptomycin 6-phosphate arising from deprotonation of the phosphate OH groups and protonation of the secondary amino and both guanidino groups; major species at pH 7.3. It is a conjugate acid of a streptomycin 6-phosphate. C[C@H]1[C@@]([C@H]([C@@H](O1)O[C@@H]2[C@H]([C@@H]([C@H]([C@@H]([C@H]2O)OP(=O)([O-])[O-])[NH+]=C(N)N)O)[NH+]=C(N)N)O[C@H]3[C@H]([C@@H]([C@H]([C@@H](O3)CO)O)O)[NH2+]C)(C=O)O